C(#N)/C(/C(=O)O)=C\N(C)C (E)-2-cyano-3-(dimethylamino)acrylic acid